rac-(3aR,5R,6aS)-5-benzyl-2-[2-hydroxy-2-(4-hydroxyphenyl)propyl]-octahydrocyclopenta[c]pyrrol-5-ol C(C1=CC=CC=C1)C1(C[C@@H]2[C@@H](CN(C2)CC(C)(C2=CC=C(C=C2)O)O)C1)O |r|